FC1=CC(=C(C=C1)C1=CC=C(O1)\C=C/1\C(NC(S1)=O)=O)O (5Z)-5-[[5-(4-fluoro-2-hydroxyphenyl)furan-2-yl]methylidene]-1,3-thiazolidine-2,4-dione